3-(1H-benzimidazole-2-carbonyl)-4-(4-ethoxyphenyl)-5-isopropyl-spiro[indene-2,2'-pyrrolidine] N1C(=NC2=C1C=CC=C2)C(=O)C2=C1C(=C(C=CC1=CC21NCCC1)C(C)C)C1=CC=C(C=C1)OCC